9-azabicyclo[3.3.1]nona-2,6-diene C12C=CCC(C=CC1)N2